3-(isoxazol-4-yl)-1H-indazol-5-amine O1N=CC(=C1)C1=NNC2=CC=C(C=C12)N